N-(azetidin-3-ylmethyl)-7-(8-chloronaphthalen-1-yl)-8-fluoro-2-(((2R,7aS)-2-fluorohexahydro-1H-pyrrolizin-7a-yl)methoxy)-N-methylpyrido[4,3-d]pyrimidin-4-amine N1CC(C1)CN(C=1C2=C(N=C(N1)OC[C@]13CCCN3C[C@@H](C1)F)C(=C(N=C2)C2=CC=CC1=CC=CC(=C21)Cl)F)C